(2-(4-(Difluoromethyl)-1-tosylpiperidin-2-yl)benzyl)-2-thioxo-1,2,3,5-tetrahydro-4H-pyrrolo[3,2-d]pyrimidin-4-one FC(C1CC(N(CC1)S(=O)(=O)C1=CC=C(C)C=C1)C1=C(CN2C(NC(C3=C2C=CN3)=O)=S)C=CC=C1)F